{1-[1-(cycloheptylcarbonyl)piperidin-4-yl]-3-[4-(7H-pyrrolo[2,3-d]pyrimidin-4-yl)-1H-pyrazol-1-yl]azetidin-3-yl}acetonitrile C1(CCCCCC1)C(=O)N1CCC(CC1)N1CC(C1)(N1N=CC(=C1)C=1C2=C(N=CN1)NC=C2)CC#N